C(C)(C)(C)OC(=O)NN[C@H](C(=O)O)C (2S)-2-[2-(tert-butoxycarbonyl)hydrazino]propionic acid